methyl(2-chloro-5-[1-(3-methylbenzyl-oxy-imino)-ethyl]benzyl)-carbamate COC(NCC1=C(C=CC(=C1)C(C)=NOCC1=CC(=CC=C1)C)Cl)=O